3-ethynyl-4-methyl-N-(4-(((2-(4-(pyrimidin-4-yl)piperazin-1-yl)ethyl)amino)methyl)-3-(trifluoromethyl)phenyl)benzamide C(#C)C=1C=C(C(=O)NC2=CC(=C(C=C2)CNCCN2CCN(CC2)C2=NC=NC=C2)C(F)(F)F)C=CC1C